6-({1-[6-(difluoromethyl)pyridin-3-yl]-4-methyl-1H-1,2,3-triazol-5-yl}methoxy)-2-(oxolan-3-yl)-1,2,3,4-tetrahydro-2,7-naphthyridine FC(C1=CC=C(C=N1)N1N=NC(=C1COC=1C=C2CCN(CC2=CN1)C1COCC1)C)F